5-[(2,6-difluoro-4-pyridyl)amino]-N-pentyl-1H-pyrazolo[3,4-c]pyridine-7-carboxamide FC1=NC(=CC(=C1)NC=1C=C2C(=C(N1)C(=O)NCCCCC)NN=C2)F